2-((2-(4-(tert-Butyl)pyridin-2-yl)-1H-pyrrolo[2,3-c]pyridin-5-yl)thio)-2-methylpropanoic acid C(C)(C)(C)C1=CC(=NC=C1)C1=CC=2C(=CN=C(C2)SC(C(=O)O)(C)C)N1